(S)-4-((tert-butoxycarbonyl)amino)-5-((tert-butyldiphenylsilyl)oxy)pentanoic acid C(C)(C)(C)OC(=O)N[C@@H](CCC(=O)O)CO[Si](C1=CC=CC=C1)(C1=CC=CC=C1)C(C)(C)C